(6-(4-((dimethylamino)methyl)piperidin-1-yl)-5-methylpyridin-3-ylmethyl)-N2-(pentan-2-yl)imidazo[2,1-f][1,2,4]triazine-2,4-diamine CN(C)CC1CCN(CC1)C1=C(C=C(C=N1)CC=1N=C2C(=NC(=NN2C1)NC(C)CCC)N)C